OC1=C(C(N(C2=CC=CC=C12)CC1=CC=CC=C1)=O)C(=O)NCC(=O)O N-[[1,2-dihydro-4-hydroxy-2-oxo-1-(phenylmethyl)-3-quinolinyl]carbonyl]glycine